ClC1=CC=C2C(=N1)N=C(O2)N2CCN(CC2)C(=O)C=2C=CC(=C(C#N)C2)C#C 5-(4-(5-chlorooxazolo[4,5-b]pyridin-2-yl)piperazine-1-carbonyl)-2-ethynylbenzonitrile